FC1=C(C=C(C(=C1C(=O)C=1C=C2N=C(C=NC2=CC1)N1CCOCC1)F)F)CCC (2,4,5-trifluoro-3-(3-morpholinoquinoxaline-6-carbonyl)phenyl)propane